N[C@H](C(=O)[O-])CC(=O)[O-] (s)-2-aminosuccinate